FC1(CCOS1(=O)=O)P(=O)=O fluoro-phosphopropanesultone